FC=1C(=NC=C(C1)N1CC(C1)C(F)(F)F)C1=CC(=CN1C)C(=O)N 5-{3-fluoro-5-[3-(trifluoromethyl)azetidin-1-yl]pyridin-2-yl}-1-methyl-1H-pyrrole-3-carboxamide